4-(5-hydrazinyl-3-(2,2,2-trifluoroethyl)-3H-imidazo[4,5-b]pyridin-7-yl)morpholine hydrochloride Cl.N(N)C1=CC(=C2C(=N1)N(C=N2)CC(F)(F)F)N2CCOCC2